C(CCCCCCC)OCOCCCC(C)[Mg]I 4-octyloxymethoxy-1-methylbutylmagnesium iodide